C(C)N1N=CC(=C1)C=1C=NC=2CCN(CC2C1)C1=C(C=C(C=N1)C#N)C 6-[3-(1-ethylpyrazol-4-yl)-7,8-dihydro-5H-1,6-naphthyridin-6-yl]-5-methyl-pyridine-3-carbonitrile